FC1=C(C(=O)C2=NNC3=NC=C(C=C32)C3=CC(=C(C=C3)S(=O)(=O)N)F)C(=CC=C1SCCC)F 4-[3-[2,6-difluoro-3-(propylsulfanyl)benzoyl]-1H-pyrazolo[3,4-b]Pyridine-5-yl]-2-fluorobenzenesulfonamide